ClC1=C(C=CC=C1)[C@H]1N(CCC1)C=1C=NC(=NC1)C(=O)N[C@H](C)\C=C\S(=O)(=O)C1CC1 5-((S)-2-(2-Chlorophenyl)pyrrolidin-1-yl)-N-((R,E)-4-(cyclopropylsulfonyl)but-3-en-2-yl)pyrimidine-2-carboxamide